FC=1C=C(C=C(C1)F)[C@@H]1CC=NN1C(=O)N1CCN(CC1)C1=NC(=NC=C1F)C1=C(C=NN1C)C (S)-(5-(3,5-difluorophenyl)-4,5-dihydro-1H-pyrazol-1-yl)(4-(2-(1,4-dimethyl-1H-pyrazol-5-yl)-5-fluoropyrimidin-4-yl)piperazin-1-yl)methanone